4-chloro-5-(4-chlorophenyl)-3-((1-(3,4-difluorophenyl)-5-((S)-1-hydroxyethyl)-1H-1,2,4-triazol-3-yl)methyl)-1-((S)-3,3,3-trifluoro-2-hydroxypropyl)-1,3-dihydro-2H-imidazol-2-one ClC=1N(C(N(C1C1=CC=C(C=C1)Cl)C[C@@H](C(F)(F)F)O)=O)CC1=NN(C(=N1)[C@H](C)O)C1=CC(=C(C=C1)F)F